1-[6-chloro-3-(2,2-difluoro-1-hydroxy-ethyl)-2-pyridyl]-5-methyl-pyrazole-3-carbonitrile ClC1=CC=C(C(=N1)N1N=C(C=C1C)C#N)C(C(F)F)O